C(C=C)OC=1C=CC(=C(C1)O)O 5-(allyloxy)-2-hydroxyphenol